2-(6-(4-chloro-1-((5-(trifluoromethyl)thiophen-2-yl)methyl)-1H-indazol-7-carboxamido)spiro[3.3]hept-2-yl)acetic acid ClC1=C2C=NN(C2=C(C=C1)C(=O)NC1CC2(CC(C2)CC(=O)O)C1)CC=1SC(=CC1)C(F)(F)F